I(=O)(=O)(=O)[O-].[Na+].C(C)OP1(=NP(=NP(=NP(=N1)(F)F)(F)F)(F)F)F ethoxy(heptafluoro)cyclotetraphosphazene Sodium metaperiodate